hexyloxy ethylene phosphate P1(=O)(OOCCCCCC)OCCO1